6-hydroxy-5-methyl-2-oxo-4-(trifluoromethyl)-1H-pyridine-3-carbonitrile OC1=C(C(=C(C(N1)=O)C#N)C(F)(F)F)C